FC(C1=NC=CC(=C1)O[C@@H]1C(CN(C1)C1=CC(=NC(=N1)C)C=1C(NC(NC1)=O)=O)(F)F)F (S)-6-(4-((2-(difluoromethyl)pyridin-4-yl)oxy)-3,3-difluoropyrrolidin-1-yl)-2-methyl-[4,5'-bipyrimidin]-2',4'(1'H,3'H)-dione